(R)-5-(1-(3,5-Dichloropyridin-4-yl)ethoxy)-N-(1-(2-Hydroxyethyl)-1H-Pyrazol-4-yl)-1H-Indazol-3-Carboxamid ClC=1C=NC=C(C1[C@@H](C)OC=1C=C2C(=NNC2=CC1)C(=O)NC=1C=NN(C1)CCO)Cl